FC1=C(C=C(C(=C1)F)F)CNCCC(=O)N1[C@@H](C2CCC1C2)C#N Exo-(2S)-3-[3-[(2,4,5-trifluorophenyl)methylamino]propionyl]-3-azabicyclo[2.2.1]heptane-2-carbonitrile